(1-(2-((2-(1-(cyclopropylsulfonyl)-1H-pyrazol-4-yl)pyrimidin-4-yl)amino)-5-((1-methyl-1H-pyrazol-4-yl)ethynyl)pyridin-4-yl)azetidin-3-yl)propan-2-ol C1(CC1)S(=O)(=O)N1N=CC(=C1)C1=NC=CC(=N1)NC1=NC=C(C(=C1)N1CC(C1)CC(C)O)C#CC=1C=NN(C1)C